C(N)(=O)C=1C=C2OC[C@@H](N3C(=NC(C1)=C32)NC(=O)C3=CC(=NN3CC)C)CCCNC(OCC3=CC=CC=C3)=O Benzyl (S)-(3-(7-carbamoyl-2-(1-ethyl-3-methyl-1H-pyrazole-5-carboxamido)-3,4-dihydro-5-oxa-1,2a-diazaacenaphthylen-3-yl)propyl)carbamate